C(C1=C(C(=CC(=C1)C)C(C)(C)C)O)C1=C(C(=CC(=C1)C)C(C)(C)C)O methylene-bis-(4-methyl-6-t-butyl-phenol)